N-methyl-1-propanamine CNCCC